2,6-Bis(1-(2,6-dimethylphenylimino)-2-(tributylsilyl)ethyl)pyridine CC1=C(C(=CC=C1)C)N=C(C[Si](CCCC)(CCCC)CCCC)C1=NC(=CC=C1)C(C[Si](CCCC)(CCCC)CCCC)=NC1=C(C=CC=C1C)C